C(C)(C)(C)OC(=O)N[C@H](C(=O)OCC1=CC=CC=C1)CCC(=O)NC=1C(=NC=C(C1)[N+](=O)[O-])NC Benzyl (2S)-2-(tert-butoxycarbonylamino)-5-[[2-(methylamino)-5-nitro-3-pyridyl]amino]-5-oxo-pentanoate